(1-(4-(5-((3S,4S)-4-amino-3-methyl-2-oxa-8-azaspiro[4.5]decan-8-yl)pyrazin-2-ylthio)-3-chloropyridin-2-yl)-3-fluoroazetidin-3-yl)methanol N[C@@H]1[C@@H](OCC12CCN(CC2)C=2N=CC(=NC2)SC2=C(C(=NC=C2)N2CC(C2)(F)CO)Cl)C